OC(CC(=C)C)C1(C2=NCN([C@H]3[C@H](O)[C@H](O)[C@@H](CO)O3)C2=NC=N1)N 6-(cis-hydroxyisopentenyl)-adenosine